N-[4-[(6,7-Dimethoxy-1,5-naphthyridin-4-yl)oxy]-3-fluoro-phenyl]-4-hydroxy-6-methyl-5-(5-methyl-2-furyl)pyridine-3-carboxamide COC=1N=C2C(=CC=NC2=CC1OC)OC1=C(C=C(C=C1)NC(=O)C=1C=NC(=C(C1O)C=1OC(=CC1)C)C)F